1-(3-methoxypropoxy)-3-methyl-2-nitrobenzene COCCCOC1=C(C(=CC=C1)C)[N+](=O)[O-]